[N+](=O)([O-])C=1C(=C2C(=NC1)CCC2)N2CC(CC(C2)C(F)(F)F)NC(OC(C)(C)C)=O tert-Butyl [1-(3-nitro-6,7-dihydro-5H-cyclopenta[b]pyridin-4-yl)-5-(trifluoromethyl)piperidin-3-yl]carbamate